1-(3-chloro-4-methylphenyl)-3-((5-(2,5-dioxopyrrolidin-3-yl)-6-oxo-5,6-dihydro-4H-thieno[2,3-c]pyrrol-2-yl)methyl)urea ClC=1C=C(C=CC1C)NC(=O)NCC1=CC2=C(C(N(C2)C2C(NC(C2)=O)=O)=O)S1